3-((3R,4R)-4-methyl-3-(methyl(7-(2-(4-((2-oxocyclopentyl)methyl)phenyl)propionyl)-7H-Pyrrolo[2,3-d]pyrimidin-4-yl)amino)piperidin-1-yl)-3-oxopropionitrile C[C@H]1[C@H](CN(CC1)C(CC#N)=O)N(C=1C2=C(N=CN1)N(C=C2)C(C(C)C2=CC=C(C=C2)CC2C(CCC2)=O)=O)C